(E)-2-cyano-3-(4-(naphthalen-1-yl)thiophen-2-yl)-N-(pyridin-4-ylmethyl)-acrylamide C(#N)/C(/C(=O)NCC1=CC=NC=C1)=C\C=1SC=C(C1)C1=CC=CC2=CC=CC=C12